N-cyclohexylpyrrolidinium C1(CCCCC1)[NH+]1CCCC1